2-(5-fluoro-2,4-dioxo-3,4-dihydropyrimidin-1(2H)-yl)-N-(2,3,4-trimethoxyphenyl)acetamide FC=1C(NC(N(C1)CC(=O)NC1=C(C(=C(C=C1)OC)OC)OC)=O)=O